FC1=CN2C(C=3OCC4CCCCN4C3N=C2C(=C1)C(C)=NS(=O)C(C)(C)C)=O N-[1-(14-fluoro-11-oxo-9-oxa-2,12,18-triazatetracyclo[8.8.0.02,7.012,17]octadeca-1(10),13,15,17-tetraen-16-yl)ethylidene]-2-methyl-propane-2-sulfinamide